BrC1=CC(=CC=2N(C=NC21)C2=CC=C(C=C2)OC)OC 4-bromo-6-methoxy-1-(4-methoxyphenyl)-1H-benzo[d]Imidazole